C1=C(C=CC=2C3=CC=CC=C3NC12)C1=CC(=NC2=C3N=C(C=C(C3=CC=C12)C1=CC=2NC3=CC=CC=C3C2C=C1)C)C 4,7-bis(9H-carbazol-2-yl)-2,9-dimethyl-1,10-phenanthroline